2-(1-((4-cyanobutyl)sulfonyl)azetidin-3-yl)-2H-tetrazol C(#N)CCCCS(=O)(=O)N1CC(C1)N1N=CN=N1